C(C)(=O)N([C@@H](CSSC[C@@H](C(=O)O)N(C(C)=O)C(C)(C)C)C(=O)O)C(C)(C)C N,N'-diacetyl-di-tertiary butyl-L-cystine